(S)-6-isopropyl-2-methoxy-3-(3-methoxypropoxy)-9-(5-methyl-1,3,4-thiadiazol-2-yl)-5,6-dihydro-10H-pyrido[1,2-H][1,7]Naphthyridin-10-one C(C)(C)[C@@H]1CC=2C=C(C(=NC2C=2N1C=C(C(C2)=O)C=2SC(=NN2)C)OC)OCCCOC